CC1=NOC(=C1C1=CC=C2C=3N(C(COC31)C3=CC=CC=C3)C(=N2)N2CCC(CC2)O)C 1-[7-(3,5-Dimethylisoxazol-4-yl)-4-phenyl-4,5-dihydroimidazo[1,5,4-de][1,4]benzoxazin-2-yl]piperidin-4-ol